2-(6-((R)-3-methylmorpholino)-2-(1-tosyl-1H-pyrrolo[2,3-b]pyridin-4-yl)pyrimidin-4-yl)tetrahydrothiophene 1,1-dioxide C[C@@H]1COCCN1C1=CC(=NC(=N1)C1=C2C(=NC=C1)N(C=C2)S(=O)(=O)C2=CC=C(C)C=C2)C2S(CCC2)(=O)=O